Cl.C(C1=CC=CC=C1)(=O)C=1C(=C(C#N)C=CC1)C1CCNCC1 benzoyl-piperidin-4-yl-benzonitrile hydrochloride